FC1=CC=C(C=C1)C1=NN2C(COC(C2)(C)C)=C1 2-(4-fluorophenyl)-6,6-dimethyl-6,7-dihydro-4H-pyrazolo[5,1-c][1,4]oxazine